9,10-dibromo-2-methylanthracene BrC=1C2=CC=CC=C2C(=C2C=CC(=CC12)C)Br